C1(=CC=CC=C1)C=1C=C(NC1)C(=O)O 4-phenyl-1H-pyrrole-2-carboxylic acid